FC=1C=C2CN(CC2=CC1)C(=O)NC1=CC=C(C=C1)C12CCC(CC1)(CC2)NC(OCC2=CC=CC=C2)=O benzyl (4-(4-(5-fluoroisoindoline-2-carboxamido)phenyl) bicyclo[2.2.2]octan-1-yl)carbamate